FC=1C=C(C=CC1)C1=CC=C(C=C1)C1=CC=CC=C1 3-fluoro-p-terphenyl